COC1=CC=C2C=C(C(OC2=C1OC)=O)C(=O)O 7,8-dimethoxy-2-oxo-2H-chromene-3-carboxylic acid